(S)-2-(6-Fluorobenzo[d]oxazol-2-yl)-6-methoxy-5-((6-methoxypyridin-3-yl)methoxy)-1,2,3,4-tetrahydroisoquinoline-3-carboxylic acid methyl ester COC(=O)[C@H]1N(CC2=CC=C(C(=C2C1)OCC=1C=NC(=CC1)OC)OC)C=1OC2=C(N1)C=CC(=C2)F